ClC=1C=CC=2N(C1C(O)C=1N=NN(C1C)C1=CC=CC=C1)C=NC2 (6-Chloro-imidazo[1,5-a]pyridin-5-yl)-(5-methyl-1-phenyl-1H-[1,2,3]triazol-4-yl)methanol